2,4,6-Trichloropyridine ClC1=NC(=CC(=C1)Cl)Cl